Cl.N1[C@H](CCC1)C(C)(C)O (R)-2-(pyrrolidin-2-yl)propane-2-ol hydrochloride